4-bromo-N-(4-cyano-2-fluorophenyl)-1-(4-methyl-benzenesulfonyl)pyrrole-3-sulfonamide BrC=1C(=CN(C1)S(=O)(=O)C1=CC=C(C=C1)C)S(=O)(=O)NC1=C(C=C(C=C1)C#N)F